C=12C(=CC=CC1)S2 Phenylene sulfide